3-(3-(1-(2-cyclohexylethyl)piperidin-3-yl)-5-oxo-4,5-dihydro-1H-1,2,4-triazol-1-yl)benzamide C1(CCCCC1)CCN1CC(CCC1)C1=NN(C(N1)=O)C=1C=C(C(=O)N)C=CC1